C(CCCCC)(=O)OON1C(C=2C(C1=O)=CC=CC2)=O phthalimido peroxyhexanoate